FC(C=1C=CC(=NC1)CC1CC2(CN(C2)C(=O)N2CC3(C2)NC(COC3)=O)C1)(F)F 2-[6-[[5-(trifluoromethyl)-2-pyridyl]methyl]-2-azaspiro[3.3]heptane-2-carbonyl]-8-oxa-2,5-diazaspiro[3.5]nonan-6-one